ethyl 4-(6,7-dichloro-3-((2-hydroxypyridin-4-yl)methyl)-2,2-dioxido-1,3,4,9-tetrahydro-[1,2,6]thiadiazino[4,3-g]indol-8-yl)butanoate ClC=1C=2C(=C(NC2C2=C(C1)CN(S(N2)(=O)=O)CC2=CC(=NC=C2)O)CCCC(=O)OCC)Cl